(Z)-pentadecan-11-en-1-yl acetate C(C)(=O)OCCCCCCCCCC\C=C/CCC